Rac-dimethylsilanediyl-bis[2-neopentyl-4-(3,5-dimethylphenyl)-5-methoxy-6-tert-butylinden-1-yl]zirconium dichloride [Cl-].[Cl-].C[Si](=[Zr+2](C1C(=CC2=C(C(=C(C=C12)C(C)(C)C)OC)C1=CC(=CC(=C1)C)C)CC(C)(C)C)C1C(=CC2=C(C(=C(C=C12)C(C)(C)C)OC)C1=CC(=CC(=C1)C)C)CC(C)(C)C)C